ClC=1C=C(C(=C(C(=O)NC=2SC3=C(N2)C(=CC(=C3)C(F)(F)F)C3OCCC3)C1)O)C 5-chloro-2-hydroxy-3-methyl-N-(4-(tetrahydrofuran-2-yl)-6-(trifluoromethyl)benzo[d]thiazol-2-yl)benzamide